BrC=1C(=NC(=NC1)NC1=C(C=C(C(=C1)C)N1CCC(CC1)N1CCN(CC1)C)Cl)NC1=C(C=CC(=C1)F)C(C)(C)O 2-(2-((5-Bromo-2-((2-chloro-5-methyl-4-(4-(4-methylpiperazin-1-yl)piperidin-1-yl)phenyl)amino)pyrimidin-4-yl)amino)-4-fluorophenyl)propan-2-ol